[N+](=O)([O-])CC(=O)O[O-] nitroperacetate